ClC=1C=NC=C(C(=O)NC2[C@H]3CC(C[C@@H]23)(O)C2=C3C=NNC3=CC(=C2)Cl)C1 5-chloro-N-((1r,3r,5s,6r)-3-(6-chloro-1H-indazol-4-yl)-3-hydroxybicyclo[3.1.0]hexane-6-yl)nicotinamide